C(#N)C=P(CCCC)(CCCC)CCCC cyanomethylenetributylphosphorane